N-Methyl-2-aminoethyl-3-aminopropyl-methyl-dimethoxysilane CNCCC[Si](OCCCN)(OC)C